2-(hydroxymethyl)indane-4-carbonitrile OCC1CC=2C=CC=C(C2C1)C#N